4-((6-((4-((R,E)-3-hydroxy-5-((1R,2R,4aS,8aS)-2-hydroxy-2,5,5,8a-tetramethyldecahydronaphthalen-1-yl)-3-methylpent-1-en-1-yl)benzyl)amino)hexyl)amino)-4-oxobutanoic acid O[C@@](/C=C/C1=CC=C(CNCCCCCCNC(CCC(=O)O)=O)C=C1)(CC[C@H]1[C@](CC[C@H]2C(CCC[C@]12C)(C)C)(C)O)C